2,4,6-mesitylenetrithiol C1(=C(C(=C(C(=C1S)C)S)C)S)C